BrC1=C(C(=CC(=C1)\C=C/C1=CC=C(C=C1)OC)F)F (Z)-1-bromo-2,3-difluoro-5-(4-methoxystyryl)benzene